Tetra-Thymidine Triphosphate OP(O)(=O)OP(=O)(O)OP(=O)(O)O.[C@@H]1(C[C@H](O)[C@@H](CO)O1)N1C(=O)NC(=O)C(C)=C1.[C@@H]1(C[C@H](O)[C@@H](CO)O1)N1C(=O)NC(=O)C(C)=C1.[C@@H]1(C[C@H](O)[C@@H](CO)O1)N1C(=O)NC(=O)C(C)=C1.[C@@H]1(C[C@H](O)[C@@H](CO)O1)N1C(=O)NC(=O)C(C)=C1